(1S,3S,5S)-2-(2-(3-acetyl-5-(2-methylpyrimidin-5-yl)-1H-pyrazolo[3,4-c]pyridin-1-yl)acetyl)-N-(6-bromo-3-methylpyridin-2-yl)-5-(cyanomethyl)-2-azabicyclo[3.1.0]hexane-3-carboxamide C(C)(=O)C1=NN(C2=CN=C(C=C21)C=2C=NC(=NC2)C)CC(=O)N2[C@H]1C[C@]1(C[C@H]2C(=O)NC2=NC(=CC=C2C)Br)CC#N